4-trichloromethyl-(4'-methylbiphenyl) ClC(C1=CC=C(C=C1)C1=CC=C(C=C1)C)(Cl)Cl